C(C)OC(C1=CC=C(C=C1)Cl)=O Ethyl-4-Chlorobenzoat